C(C)(C)(C)OC(=O)N1C[C@H](OCC1)CON (S)-2-aminooxymethyl-morpholine-4-carboxylic acid tert-butyl ester